2-(2-bromo-5-fluorophenyl)propanoic acid BrC1=C(C=C(C=C1)F)C(C(=O)O)C